C1(=CC=CC=C1)[C@@H](CC)N |r| (R/S)-(+/-)-1-phenylpropylamine